tris(3,5-hexanedione) aluminum [Al].CCC(CC(C)=O)=O.CCC(CC(C)=O)=O.CCC(CC(C)=O)=O